4-(4-(((S)-2-methoxy-12-oxo-6a,7,8,9,10,12-hexahydrobenzo[e]pyrido[1,2-a][1,4]diazepin-3-yl)oxy)butanamido)-1-methyl-1H-pyrrole-2-carboxamide COC1=CC2=C(N=C[C@H]3N(C2=O)CCCC3)C=C1OCCCC(=O)NC=1C=C(N(C1)C)C(=O)N